Cl.CNO N-methylhydroxylamine hydrochloride